n-butyl-ethyl-methyl-2,4,8,10-tetraoxaspiro[5.5]undecane C(CCC)C1OC(C2(CO1)COCOC2)(C)CC